N1CC(C1)C=1C=CC(=NC1)CC(C)(C)C 5-(Azetidin-3-yl)-2-(2,2-dimethylpropyl)pyridine